cis-5-((5-(3-((1H-pyrazol-5-yl)oxy)cyclopentyl)-1H-pyrazol-3-yl)amino)-4-fluoro-2,3-dihydrobenzo[d]isothiazole 1,1-dioxide N1N=CC=C1O[C@H]1C[C@H](CC1)C1=CC(=NN1)NC=1C=CC2=C(CNS2(=O)=O)C1F